8-((S)-1-cyclopropylpropoxy)-N-((S)-1-fluoropropan-2-yl)-7-(1H-pyrazol-4-yl)-[1,2,4]triazolo[1,5-c]pyrimidin-2-amine C1(CC1)[C@H](CC)OC=1C=2N(C=NC1C=1C=NNC1)N=C(N2)N[C@H](CF)C